FC(C1=NC=CC=C1OCC1CC2(C1)CCN(CC2)C(=O)OC(C)(C)C)(F)F tert-butyl 2-({[2-(trifluoromethyl)pyridin-3-yl]oxy}methyl)-7-azaspiro[3.5]nonane-7-carboxylate